CC=1OC2=C(C1C(=O)N[C@@H]1CNCC1)C=C(C=C2)OCC2=CN=CO2 (S)-2-methyl-5-(oxazol-5-ylmethoxy)-N-(pyrrolidin-3-yl)benzofuran-3-carboxamide